1,2-diazaspiro[3.3]heptane-2-carboxylate N1N(CC12CCC2)C(=O)[O-]